COC(C(=O)C1=CC=CC=C1)(C1=CC=CC=C1)OC α,α-dimethoxy-alpha-phenylacetophenone